aluminum-titanium-iron-nickel-copper [Cu].[Ni].[Fe].[Ti].[Al]